C(CCCCCCCCCCCC(CCCC)O)O heptadecane-1,13-diol